NC1=NC=2C=C(C(=CC2C2=C1COC2)C(=O)N(CC=2C=CC1=C(CC3(CCN(CC3)C)O1)C2)OC)F 4-amino-7-fluoro-N-methoxy-N-((1'-methyl-3H-spiro[benzofuran-2,4'-piperidin]-5-yl)methyl)-1,3-dihydrofuro[3,4-c]quinoline-8-carboxamide